beta-carboxyethyl endo-acrylate C(C=C)(=O)OCCC(=O)O